S(=O)(=O)(O)C1=CC=C(C)C=C1.C12C3C(C(C=C1)C2)C(NC3=O)=O 5-norbornene-2,3-dicarboximide tosylate